3-(4-{1,4-Dioxa-7-azaspiro[4.5]decan-7-yl}-3-methyl-2-oxo-1,3-benzodiazol-1-yl)-1-{[2-(trimethylsilyl)ethoxy]methyl}piperidine-2,6-dione O1CCOC12CN(CCC2)C2=CC=CC=1N(C(N(C12)C)=O)C1C(N(C(CC1)=O)COCC[Si](C)(C)C)=O